di(2,3-dihydroxypropyl)(aminopropyl)triethoxysilane OC(CC(CO[Si](OCC)(OCC)CCCN)CC(CO)O)CO